(3S)-6'-chloro-N,N-bis[(4-methoxyphenyl)methyl]-5-[[(1R,2R)-2-[(1R)-1-hydroxyallyl]cyclobutyl]methyl]spiro[2,4-dihydro-1,5-benzoxazepine-3,1'-tetralin]-7-sulfonamide ClC=1C=C2CCC[C@@]3(C2=CC1)COC1=C(N(C3)C[C@H]3[C@@H](CC3)[C@@H](C=C)O)C=C(C=C1)S(=O)(=O)N(CC1=CC=C(C=C1)OC)CC1=CC=C(C=C1)OC